ClC(C(=O)NC1=C(C(=O)O)C=CC=C1)C 2-(2-Chloropropanamido)benzoic acid